COC1=CC=C(CN2C(C3=CC=CC(=C3CC2)Br)=O)C=C1 (l)-2-(4-methoxybenzyl)-1-oxo-5-bromo-1,2,3,4-tetrahydroisoquinoline